methyl 3-(4-((tert-butoxycarbonyl) amino)phenethyl)-2-fluoro-6-methylbenzoate C(C)(C)(C)OC(=O)NC1=CC=C(CCC=2C(=C(C(=O)OC)C(=CC2)C)F)C=C1